2-((3-(benzyloxy)adamantan-1-yl)amino)-1-(isoindolin-2-yl)ethan-1-one C(C1=CC=CC=C1)OC12CC3(CC(CC(C1)C3)C2)NCC(=O)N2CC3=CC=CC=C3C2